4-((S)-7-(2-((R)-1-Hydroxyethyl)imidazo[4,5-d]pyrrolo[2,3-b]pyridin-1(6H)-yl)-5-azaspiro[2.4]hept-5-yl)butanenitrile O[C@H](C)C1=NC=2C(=C3C(=NC2)NC=C3)N1[C@@H]1CN(CC13CC3)CCCC#N